7-(2,7-dimethyl-2H-indazol-5-yl)-5-fluoro-3-(1,2,3,6-tetrahydropyridin-4-yl)cinnoline hydrochloride Cl.CN1N=C2C(=CC(=CC2=C1)C1=CC(=C2C=C(N=NC2=C1)C=1CCNCC1)F)C